3-(2-((di-t-butoxyphosphoryl)oxy)-4,6-dimethylphenyl)-3-methylbutanoic acid C(C)(C)(C)OP(=O)(OC(C)(C)C)OC1=C(C(=CC(=C1)C)C)C(CC(=O)O)(C)C